C(C1=CC=CC=C1)N1C=[N+](C=C1)CC(CCCC)CC 1-benzyl-3-(2-ethylhexyl)imidazolium